4-[4-[2-methoxyethyl(methyl)amino]anilino]-2-methylsulfanyl-pyrimidine-5-carbaldehyde COCCN(C1=CC=C(NC2=NC(=NC=C2C=O)SC)C=C1)C